5-chloro-2-((3-cyano-2-methyl-phenyl)amino)-benzoic acid ClC=1C=CC(=C(C(=O)O)C1)NC1=C(C(=CC=C1)C#N)C